5-amino-N-{4-[3-aminopiperidin-1-yl]-7-oxo-6,7-dihydro-5H-cyclopenta[b]pyridin-3-yl}-2-(2,6-difluorophenyl)-1,3-thiazole-4-carboxamide NC1=C(N=C(S1)C1=C(C=CC=C1F)F)C(=O)NC=1C(=C2C(=NC1)C(CC2)=O)N2CC(CCC2)N